FC(C1=CC=CC(=N1)C1=NC=C(C=C1C=1C=CC=2N(C1)C(=CN2)C#N)F)F 6-(6'-(Difluoromethyl)-5-fluoro-[2,2'-bipyridin]-3-yl)imidazo[1,2-a]pyridin-3-carbonitril